BrCC(=O)C1=CC=CC=C1 Bromoacetophenon